meta-Xylylendiamin C1(=CC(=CC=C1)CN)CN